BrCC([C@H](CCC(C(F)(F)F)(C)C)NC(OCC1=CC=CC=C1)=O)=O benzyl (S)-(1-bromo-7,7,7-trifluoro-6,6-dimethyl-2-oxoheptan-3-yl)carbamate